(S)-1-(4-methyl-5-(7-(methylamino)-2,6-naphthyridin-3-yl)pyridin-2-yl)butan-1-ol CC1=CC(=NC=C1C=1N=CC2=CC(=NC=C2C1)NC)[C@H](CCC)O